(1S,3S,4S)-2-((5-chloropyridin-3-yl)-L-alanyl)-N-((R)-1-cyano-2-((R)-2-oxopiperidin-3-yl)ethyl)-5,5-difluoro-2-azabicyclo[2.2.2]octane-3-carboxamide ClC=1C=C(C=NC1)N[C@@H](C)C(=O)N1[C@@H]2CC([C@H]([C@H]1C(=O)N[C@H](C[C@@H]1C(NCCC1)=O)C#N)CC2)(F)F